ClCCOC1=CC=C(C=C1)I 1-(2-chloro-ethoxy)-4-iodobenzene